C(C)C(CO)CC(C(C)O)CC 2,4-diethyl-1,5-hexanediol